BrCC(=O)C1=C(C=C(C=C1)C1CN(CC1)C(=O)OC(C)(C)C)F tert-butyl 3-(4-(2-bromoacetyl)-3-fluorophenyl)pyrrolidine-1-carboxylate